4-(4-tert-butyl-5-chloro-2-methyl-phenyl)-2-methoxy-6H-pyrido[2,3-d]pyridazin-5-one C(C)(C)(C)C1=CC(=C(C=C1Cl)C1=CC(=NC=2C=NNC(C21)=O)OC)C